FC=1C=C(C=C(C1)F)[C@@H](C)OC=1C=C2C(=NNC2=CC1)C=1C=NN(C1)C1CCS(CC1)(=O)=O 4-[4-[5-[(1R)-1-(3,5-difluorophenyl)ethoxy]-1H-indazol-3-yl]pyrazol-1-yl]thiane 1,1-dioxide